BrC1=CC=CC(=N1)COCC1CN(CC12CN(C2)C(=O)[O-])C(=O)C2=CN=CS2 8-(((6-bromopyridin-2-yl)methoxy)methyl)-6-(thiazole-5-carbonyl)-2,6-diazaspiro[3.4]octane-2-carboxylate